4-[4-(6-butylsulfonyloxy-1,5-dihydro-3H-2,4-benzodioxepin-3-yl)-2-thiazolyl]-1-[2-[3,5-bis(difluoromethyl)-1H-pyrazol-1-yl]acetyl]piperidine C(CCC)S(=O)(=O)OC1=CC=CC=2COC(OCC21)C=2N=C(SC2)C2CCN(CC2)C(CN2N=C(C=C2C(F)F)C(F)F)=O